NC=1C2=C(C(NN1)=O)N(C=C2)C2CCCC2 4-amino-1-cyclopentyl-1,6-dihydro-7H-pyrrolo[2,3-d]pyridazin-7-one